4-cyanobenzoyl fluoride C(#N)C1=CC=C(C(=O)F)C=C1